4-(2,3-Dichlorophenyl)-5-phenyl-2-(2-thienylmethyl)imidazole ClC1=C(C=CC=C1Cl)C=1N=C(NC1C1=CC=CC=C1)CC=1SC=CC1